O1C(=CC=C1)CS furan-2-ylmethanethiol